CC1=C(C(=C(C1([Hf]C1=C(C2=C3CCCC3=CC=C2C1)CCC1=CC=CC=C1)C)C)C)C pentamethylcyclopentadienyl-(1-phenethyl-3,6,7,8-tetrahydro-as-indacenyl)hafnium